O1C(CCCC1)ONC(=O)[C@H]1OC2=C(C=CC=C2CC1)NC(OCC1=CC(=C(C=C1)Cl)Cl)=O 3,4-Dichlorobenzyl ((2S)-2-(((tetrahydro-2H-pyran-2-yl)oxy)carbamoyl)chroman-8-yl)carbamate